6-(1H-indazol-6-yl)-4-(2-(tetrahydro-2H-pyran-4-yl)ethyl)-3,4-dihydropyrazino[2,3-b]pyrazin N1N=CC2=CC=C(C=C12)C=1N=C2C(=NC1)N=CCN2CCC2CCOCC2